C1(CC1)C(=O)NC=1SC2=C(N1)C=CC=C2C=2C=C(OCC(=O)O)C=C(C2)C=2OC(=CC2)P(=O)(O)O 2-[3-[2-(cyclopropanecarbonylamino)-1,3-benzothiazol-7-yl]-5-(5-phosphono-2-furyl)phenoxy]acetic acid